IC=1N=C(N(C1I)C12CC(C1)(C2)NC(OC(C)(C)C)=O)C(C)C tert-Butyl (3-(4,5-diiodo-2-isopropyl-1H-imidazol-1-yl)bicyclo[1.1.1]pentan-1-yl)carbamate